N1N=CC=2C1=NC(=NC2N)N 1H-pyrazolo[3,4-d]pyrimidine-4,6-diamine